C(=O)C1CCN(CC1)C1=C2CCN(C2=CC=C1)C=1C=C(C=2N(N1)C(=CN2)C(=O)N[C@H]2[C@@H](CC2)OC)NC 6-(4-(4-formylpiperidin-1-yl)indolin-1-yl)-N-((1R,2R)-2-methoxycyclobutyl)-8-(methylamino)imidazo[1,2-b]pyridazine-3-carboxamide